[8-[2-(dimethylamino)ethyl]-6-ethoxycarbonyl-5-oxo-1,8-naphthyridin-3-yl]boronic acid CN(CCN1C=C(C(C=2C=C(C=NC12)B(O)O)=O)C(=O)OCC)C